FC1=C(C(NC2=CC(=CC=C12)CN1CCN(CC1)C=1C=CC(=NC1)C(=O)NC)=O)C(F)(F)F 5-(4-((4-fluoro-2-oxo-3-(trifluoromethyl)-1,2-dihydroquinolin-7-yl)methyl)piperazin-1-yl)-N-methylpicolinamide